C1=CC=C2C(=C1)C=CC3=C2C=NN3 naphthoDiazole